N-{4-[(6,7-dimethoxyquinolin-4-yl)oxy]phenyl}-N'-(4-fluorophenyl)cyclopropane-1,1-dicarboxamide COC=1C=C2C(=CC=NC2=CC1OC)OC1=CC=C(C=C1)NC(=O)C1(CC1)C(=O)NC1=CC=C(C=C1)F